CC=1NC2=C(C=CC=C2C1)C#N 2-methyl-1H-indole-7-carbonitrile